tert-butyl 4-(2-methoxy-2-oxo-ethyl)-3,5-dimethyl-piperazine-1-carboxylate COC(CN1C(CN(CC1C)C(=O)OC(C)(C)C)C)=O